IC=1C=NN(C1)C1CCC(N(C1)C(=O)OC(C)(C)C)(C)C tert-butyl 5-(4-iodopyrazol-1-yl)-2,2-dimethyl-piperidine-1-carboxylate